CC1(C2=CC(=CC=C2NC=2C=C(C=CC12)NC1=C(C(=O)NC)C=CC=C1)CN1CCNCC1)C 2-((9,9-dimethyl-7-(piperazin-1-ylmethyl)-9,10-dihydroacridin-3-yl)amino)-N-methylbenzamide